5-Amino-N-(4-chloro-3-cyano-1H-indol-7-yl)-1-(2-hydroxy-1,1-dimethylethyl)pyrazol-4-sulfonamid NC1=C(C=NN1C(CO)(C)C)S(=O)(=O)NC=1C=CC(=C2C(=CNC12)C#N)Cl